1-((R)-6-methylheptan-2-yl)-2,3,3a,3b,4,5,5a,6,10,10a,10b,11,12,12a-tetradecahydro-1H-cyclopenta[7,8]phenanthro[2,3-d][1,2,3]thiadiazole-4,5-diol CC(CCC[C@@H](C)C1CCC2C1CCC1C3CC4=C(N=NS4)CC3C(C(C21)O)O)C